(2s,5r)-5-(2-chlorophenyl)-1-(9-methyl-9H-carbazole-2-carbonyl)pyrrolidine-2-carboxylic acid ClC1=C(C=CC=C1)[C@H]1CC[C@H](N1C(=O)C1=CC=2N(C3=CC=CC=C3C2C=C1)C)C(=O)O